COC(=O)C1=NC=CC(=C1C)N(C(=O)OC(C)(C)C)C(=O)OC(C)(C)C 4-(Bis(t-Butoxycarbonyl)amino)-3-methylpyridinecarboxylic acid methyl ester